4-[[3-[4-[2-[4-[[1-[2,6-difluoro-4-(3-pyridyl)benzoyl]-4-piperidyl]oxy]-1-piperidyl]acetyl]piperazine-1-carbonyl]-4-fluoro-phenyl]methyl]-2H-phthalazin-1-one FC1=C(C(=O)N2CCC(CC2)OC2CCN(CC2)CC(=O)N2CCN(CC2)C(=O)C=2C=C(C=CC2F)CC2=NNC(C3=CC=CC=C23)=O)C(=CC(=C1)C=1C=NC=CC1)F